α-(4-trifluoromethyl-benzyl)-proline FC(C1=CC=C(C[C@@]2(NCCC2)C(=O)O)C=C1)(F)F